CC=1NC2=CC=C(C=C2C1C)NC (2,3-dimethyl-1H-indol-5-yl)-methylamine